benzyl N-(4-cyclopropyl-1,5-naphthyridin-3-yl)carbamate C1(CC1)C1=C(C=NC2=CC=CN=C12)NC(OCC1=CC=CC=C1)=O